C(=CC1=CC=CC=C1)C(=O)Cl styrenecarboxylic chloride